4-bromo-6-chloro-2-ethylpyridazin-3(2H)-one BrC=1C(N(N=C(C1)Cl)CC)=O